5-bromo-3-({[(trichloroacetyl)amino]carbonyl}amino)thiophene-2-carboxylic acid methyl ester COC(=O)C=1SC(=CC1NC(=O)NC(C(Cl)(Cl)Cl)=O)Br